BrC=1C(=NN(C1C)C)C1=NC=C(C=C1)F 2-(4-bromo-1,5-dimethyl-1H-pyrazol-3-yl)-5-fluoropyridine